NC(CN1C(CN(CC1)C(=O)OC(C)(C)C)=O)=O tert-Butyl 4-(2-amino-2-oxoethyl)-3-oxopiperazine-1-carboxylate